C(CC)[Si](OCCOC)(OCCOC)OCCOC n-propyl-tris-(2-methoxyethoxy)silane